2-(5-(bis(5-aminopentyl)amino)pentyl)-6-(diethylamino)-1H-benzo[de]isoquinoline-1,3(2H)-dione NCCCCCN(CCCCCN1C(C2=CC=CC=3C2=C(C1=O)C=CC3N(CC)CC)=O)CCCCCN